tris(4-hydroxy-3,5-dimethylphenyl)-4-hydroxyphenyl-methane OC1=C(C=C(C=C1C)C(C1=CC=C(C=C1)O)(C1=CC(=C(C(=C1)C)O)C)C1=CC(=C(C(=C1)C)O)C)C